C(C=C)(=O)NC(CS(=O)(=O)O)(C)C 2-acrylamido-2-methylpropane-sulfonic acid